COC1=CC=C(C=C1)N=NC=1C(=NNC1N)N 4-((4-methoxyphenyl)diazenyl)-1H-pyrazole-3,5-diamine